C(C)(C)C1=NOC(=N1)N1CC(CC1)[C@@H](C)OC=1SC2=NC(=CC=C2N1)C=1C=NC(=CC1)S(=O)(=O)C 2-((R)-1-(1-(3-isopropyl-1,2,4-oxadiazol-5-yl)pyrrolidin-3-yl)ethoxy)-5-(6-(methylsulfonyl)pyridin-3-yl)thiazolo[5,4-b]pyridine